1-(oxetan-3-ylmethyl)-4-(tetramethyl-1,3,2-dioxaborolan-2-yl)-1H-pyrazole O1CC(C1)CN1N=CC(=C1)B1OC(C(O1)(C)C)(C)C